C1CC12CCN(CC2)C2=C(C(=O)NC=1C=C3C=CC=NC3=C(N1)N1CCC(CC1)(F)F)C=CC(=C2)NS(=O)(=O)[C@@H](CO)C 2-{6-azaspiro[2.5]oct-6-yl}-N-[8-(4,4-difluoropiperidin-1-yl)-1,7-naphthyridin-6-yl]-4-[(2R)-1-hydroxypropane-2-sulfonylamino]benzamide